(S)-1-(2-chloropyrimidin-4-yl)-5-isopropylimidazolidin-2-one ClC1=NC=CC(=N1)N1C(NC[C@@H]1C(C)C)=O